Cl.N1[C@H]2[C@@H](CC1)CC[C@@H]2O |r| rac-(3aR,6S,6aS)-octahydrocyclopenta[b]pyrrole-6-ol hydrochloride